5-(3-(benzylsulfonyl)-5-morpholinophenyl)pyrimidin-2-amine C(C1=CC=CC=C1)S(=O)(=O)C=1C=C(C=C(C1)N1CCOCC1)C=1C=NC(=NC1)N